tantalum-cobalt-iron-boron [B].[Fe].[Co].[Ta]